C1(CC1)C=1SC2=C(N1)C=CC(=C2)C2=CN=C(N2)[C@H](CCCCCC(CC)=O)NC(=O)[C@H]2CC21CCN(CC1)C (S)-N-((S)-1-(5-(2-Cyclopropylbenzo[d]thiazol-6-yl)-1H-imidazol-2-yl)-7-oxononyl)-6-methyl-6-azaspiro[2.5]octan-1-carboxamid